ClC1=CC=C(C=C1)[C@H](CC)N1C[C@@H](N(C[C@H]1C)C=1C=2N=CN(C2N2C(N1)=NN=C2)C[C@H]2OCCC2)C 4-((2S,5R)-4-((S)-1-(4-Chlorophenyl)propyl)-2,5-dimethylpiperazin-1-yl)-1-(((S)-tetrahydrofuran-2-yl)methyl)-1H-[1,2,4]triazolo[3,4-b]purine